C(C)C=1C(NC=2C=C(C=NC2C1)CN1CCN(CC1)C=1C=CC(=NC1C([2H])([2H])[2H])C(=O)N[C@H]1COCC1)=O (R)-5-(4-((7-Ethyl-6-oxo-5,6-dihydro-1,5-naphthyridin-3-yl)methyl)piperazin-1-yl)-6-(Methyl-d3)-N-(tetrahydrofuran-3-yl)pyridineamide